2,2-dimethyl-4-oxazolidinecarboxylic acid CC1(OCC(N1)C(=O)O)C